4-Bromo-6-chloro-1-(triisopropylsilyl)-1H-indazole BrC1=C2C=NN(C2=CC(=C1)Cl)[Si](C(C)C)(C(C)C)C(C)C